ClC1=CC=C(C=N1)C1=NOC(=C1COC1=CC=C(C=N1)C(=O)NC1(COC1)C)C1CC1 6-((3-(6-chloropyridin-3-yl)-5-cyclopropylisoxazol-4-yl)methoxy)-N-(3-methyloxetan-3-yl)pyridine-3-carboxamide